N-(2-{imidazo[1,2-a]pyridin-3-yl}propan-2-yl)-1-{5-methoxy-2-[(3r,5s)-3,4,5-trimethylpiperazin-1-yl]pyrimidin-4-yl}azetidine-3-carboxamide N=1C=C(N2C1C=CC=C2)C(C)(C)NC(=O)C2CN(C2)C2=NC(=NC=C2OC)N2C[C@H](N([C@H](C2)C)C)C